Methyl 5-((3,5-dimethoxyphenyl)(3-(1-methyl-1H-pyrazol-4-yl)quinoxalin-6-yl)amino)pentanoate COC=1C=C(C=C(C1)OC)N(CCCCC(=O)OC)C=1C=C2N=C(C=NC2=CC1)C=1C=NN(C1)C